3-chloro-5-(5-(4-(4-((4-(2-(2,6-dioxopiperidin-3-yl)-3-oxoisoindolin-5-yl)piperazin-1-yl)methyl)piperidin-1-yl)phenyl)-8-oxo-6-thioxo-5,7-diazaspiro[3.4]octan-7-yl)picolinonitrile ClC=1C(=NC=C(C1)N1C(N(C2(CCC2)C1=O)C1=CC=C(C=C1)N1CCC(CC1)CN1CCN(CC1)C=1C=C2C(N(CC2=CC1)C1C(NC(CC1)=O)=O)=O)=S)C#N